CC(C)(CC)S 2-methyl-2-butylmercaptan